cyclopropylmethoxy-4-iodo-2-methylsulfonylpyridine C1(CC1)COC=1C(=NC=CC1I)S(=O)(=O)C